COC1=C(C=C(C=C1)OC)C(O)C[N+](=O)[O-] 2,5-dimethoxy-α-nitromethylbenzenemethanol